5-amino-1,3-diethyl-3-methyl-1-(4-aminophenyl)-indane NC=1C=C2C(CC(C2=CC1)(C1=CC=C(C=C1)N)CC)(C)CC